C(#N)[C@H](C[C@@H]1C(NCCC1)=O)NC(=O)[C@@H]1N([C@@H]2CC([C@H]1CC2)(F)F)C([C@@H](C2=CC=CC=C2)O)=O (1S,3R,4S)-N-((S)-1-cyano-2-((R)-2-oxopiperidin-3-yl)ethyl)-5,5-difluoro-2-((R)-2-hydroxy-2-phenylacetyl)-2-azabicyclo[2.2.2]octane-3-carboxamide